OC(=O)C(F)(F)F.ONC(=O)C=1N=C(OC1)CCCN1CCC(CC1)CNC1C(C1)C1=CC=CC=C1 N-hydroxy-2-(3-(4-(((2-phenylcyclopropyl)amino)methyl)piperidin-1-yl)propyl)oxazole-4-carboxamide TFA salt